7-(4-amino-3-nitrophenyl)-N-(4-morpholinophenyl)thieno[3,2-d]pyrimidin-2-amine NC1=C(C=C(C=C1)C1=CSC2=C1N=C(N=C2)NC2=CC=C(C=C2)N2CCOCC2)[N+](=O)[O-]